5-([1,2,4]triazolo[1,5-a]pyridin-6-yl)-N-(2-fluorophenyl)-1-(6-methylpyridin-2-yl)-1H-pyrazole-3-carboxyamide N=1C=NN2C1C=CC(=C2)C2=CC(=NN2C2=NC(=CC=C2)C)CC(=O)NC2=C(C=CC=C2)F